F[C@H]1C[C@H](N2N=C(N=C21)S(=O)(=O)CF)C2=CC=CC=C2 (5S,7S)-7-fluoro-2-((fluoromethyl)sulfonyl)-5-phenyl-6,7-dihydro-5H-pyrrolo[1,2-b][1,2,4]triazole